(2R)-1-[[2-[2-[tert-butyl(dimethyl)silyl]oxyethyl]-5-ethoxy-4-iodo-pyrazol-3-yl]methyl-ethyl-amino]propan-2-ol [Si](C)(C)(C(C)(C)C)OCCN1N=C(C(=C1CN(C[C@@H](C)O)CC)I)OCC